2-thia-6-azaspiro[3.3]heptane-6-carboxylic acid tert-butyl ester 2,2-dioxide C(C)(C)(C)OC(=O)N1CC2(CS(C2)(=O)=O)C1